(R)-3-(5-(4-(difluoromethyl)phenyl)-3-oxo-6,7-dihydro-3H-pyrrolo[2,1-c][1,2,4]triazol-2(5H)-yl)bicyclo[1.1.1]pentane-1-carbonitrile FC(C1=CC=C(C=C1)[C@H]1CCC2=NN(C(N21)=O)C21CC(C2)(C1)C#N)F